5-(3-fluoro-4-(trifluoromethyl)benzyl)-7-methyl-[1,2,4]triazolo[1,5-a]pyridine FC=1C=C(CC2=CC(=CC=3N2N=CN3)C)C=CC1C(F)(F)F